7-(methyl-(7-tosyl-7H-pyrrolo[2,3-d]pyrimidin-4-yl)amino)-2-azaspiro[3.5]nonane-2-carboxylic acid tert-butyl ester C(C)(C)(C)OC(=O)N1CC2(C1)CCC(CC2)N(C=2C1=C(N=CN2)N(C=C1)S(=O)(=O)C1=CC=C(C)C=C1)C